[NH4+].S(=O)(=O)([O-])[O-].[NH4+] sulphate ammonium salt